COP(=O)(OC)CC(=O)C=1N=C2C(=NC1)OC(=C2)C2(CC2)C 2-dimethoxyphosphoryl-1-[6-(1-methylcyclopropyl)furo[2,3-b]pyrazin-2-yl]-acetaldehyde